CC1=C(C(=CC(=C1)N1CCOC(CC1)C1=CC=CC=C1)C)NC(CC(C)(C)C)=O N-(2,6-dimethyl-4-(7-phenyl-1,4-oxazepan-4-yl)phenyl)-3,3-dimethylbutanamide